(2S,3S,4S,5S)-N-(3-carbamoyl-4-fluoro-phenyl)-3-(3,4-difluoro-2-methoxy-phenyl)-4,5-dimethyl-5-(trifluoromethyl)tetrahydrofuran-2-carboxamide C(N)(=O)C=1C=C(C=CC1F)NC(=O)[C@H]1O[C@@]([C@H]([C@H]1C1=C(C(=C(C=C1)F)F)OC)C)(C(F)(F)F)C